4,7-bis(4-(2,2-bis(4-methoxyphenyl)-1-phenylvinyl)phenyl)benzo[c][1,2,5]thiadiazole-5,6-diamine COC1=CC=C(C=C1)C(=C(C1=CC=CC=C1)C1=CC=C(C=C1)C1=C(C(=C(C2=NSN=C21)C2=CC=C(C=C2)C(=C(C2=CC=C(C=C2)OC)C2=CC=C(C=C2)OC)C2=CC=CC=C2)N)N)C2=CC=C(C=C2)OC